CN1N=CC(=C1)NC(=O)C1OCC1 N-(1-methyl-1H-pyrazol-4-yl)oxetan-2-carboxamide